S=C(NCCOC)NCCNC(NCCOC)=S 6,11-dithioxo-2,15-dioxa-5,7,10,12-tetraazahexadecan